C(C)OC1=C(C=CC=C1)C1=CC=C(C(=N1)C(=O)N[C@@H]1CN(CC1)C)N1[C@@H](CN(CC1)C(=O)N1CCC2=CC=CC(=C12)C(F)(F)F)CC 6-(2-ethoxyphenyl)-3-[(2R)-2-ethyl-4-[7-(trifluoromethyl)-2,3-dihydro-1H-indole-1-carbonyl]piperazin-1-yl]-N-[(3S)-1-methylpyrrolidin-3-yl]pyridine-2-carboxamide